2,2-difluoro-2-(4-(1-(4-(trifluoromethoxy)phenyl)-1H-1,2,4-triazol-3-yl)phenyl)ethyl (Z)-(3-(2-isopropyl-5-methylphenyl)-4-oxothiazolidin-2-ylidene)carbamate C(C)(C)C1=C(C=C(C=C1)C)N1/C(/SCC1=O)=N/C(OCC(C1=CC=C(C=C1)C1=NN(C=N1)C1=CC=C(C=C1)OC(F)(F)F)(F)F)=O